O=C1SC(C(N1)=O)CC1=CC=C(OC2=CC=C(C=C2)C(C(=O)O)=C)C=C1 2-(4-(4-((2,4-dioxothiazolidin-5-yl)methyl)phenoxy)phenyl)acrylic acid